C(C)(=O)N1CCC(CC1)NCC1=C(C=C(C=C1)C1=NC=CC(=C1Cl)C=1C(=C(C=CC1)NC(C1=NC=C(C=C1)CNCCO)=O)C)OC N-(3-(2-(4-(((1-acetylpiperidin-4-yl)amino)methyl)-3-methoxyphenyl)-3-chloropyridin-4-yl)-2-methylphenyl)-5-(((2-hydroxyethyl)amino)methyl)picolinamide